(4R,5S)-4-amino-5-methylheptanoic acid N[C@H](CCC(=O)O)[C@H](CC)C